NC=1SC2=C(N1)C(=CC=C2F)C2=C(C=C1C(=NC(=NC1=C2F)OCC21CCCN1CCC2)N2C(NC(C21CNCCC1)=O)=O)F (7-(2-amino-7-fluorobenzo[d]thiazol-4-yl)-6,8-difluoro-2-((hexahydro-1H-pyrrolizin-7a-yl)methoxy)quinazolin-4-yl)-1,3,7-triazaspiro[4.5]decane-2,4-dione